D-glycero-α-D-manno-heptopyranose O[C@@H]1[C@@H](O)[C@@H](O)[C@H](O)[C@H](O1)[C@H](O)CO